C(C)(C)(C)OC(N[C@H](CNC1=CC=C(C=C1)SCC1=CC=CC=C1)CC1=CC=CC=C1)=O (S)-1-(4-(benzylsulfanyl)phenylamino)-3-phenylprop-2-ylcarbamic acid tert-butyl ester